5'-fluoro-4'-methylene-7'-(trifluoromethyl)spiro[cyclopropane-1,1'-isochromane] FC1=C2C(COC3(C2=CC(=C1)C(F)(F)F)CC3)=C